4-amino-N-methoxy-1-methyl-N-((6-(trifluoromethyl)pyridin-3-yl)methyl)-1H-pyrazolo[4,3-c]quinoline-8-carboxamide NC1=NC=2C=CC(=CC2C2=C1C=NN2C)C(=O)N(CC=2C=NC(=CC2)C(F)(F)F)OC